tert-Butyl 2-bromopyridine-4-carboxylate BrC1=NC=CC(=C1)C(=O)OC(C)(C)C